(S)-2-(tert-butoxy)-2-(7-(4-chlorophenyl)-2-(3-(1-cyclopropylpiperidin-4-yl)-1-methyl-1H-pyrazolo[4,3-b]pyridin-5-yl)-5-methylbenzo[d]thiazol-6-yl)acetic acid C(C)(C)(C)O[C@H](C(=O)O)C1=C(C2=C(N=C(S2)C2=CC=C3C(=N2)C(=NN3C)C3CCN(CC3)C3CC3)C=C1C)C1=CC=C(C=C1)Cl